N[C@H]1CN(CCC1)C(=O)C1=CC=C(C(=C1)C1=CC(=C(C=C1)C#N)F)C1=C(C=C(C=C1)CCOC)F (R)-5'-(3-aminopiperidine-1-carbonyl)-2'',3-difluoro-4''-(2-methoxyethyl)-[1,1':2',1''-terphenyl]-4-carbonitrile